[(3R)-4,4-Dimethyl-2-oxotetrahydrofuran-3-yl](2R)-5,5-difluorotetrahydropyran-2-carboxylate CC1([C@H](C(OC1)=O)OC(=O)[C@@H]1OCC(CC1)(F)F)C